1,4-bis(n-pentyloxy)naphthalene C(CCCC)OC1=CC=C(C2=CC=CC=C12)OCCCCC